((Z)-2-((3R,4R,5R)-3,5-bis((tert-butyldimethylsilyl)oxy)-4-(3-((tert-butyldiphenylsilyl)oxy)propoxy)-2-methylenecyclohexylidene)ethyl)diphenylphosphine [Si](C)(C)(C(C)(C)C)O[C@@H]1C(\C(\C[C@H]([C@H]1OCCCO[Si](C1=CC=CC=C1)(C1=CC=CC=C1)C(C)(C)C)O[Si](C)(C)C(C)(C)C)=C/CP(C1=CC=CC=C1)C1=CC=CC=C1)=C